1-(2-(((6-chloropyrimidin-4-yl)(methyl)amino)methyl)-6-cyclopropylimidazo[1,2-a]pyridin-8-yl)pyrrolidin-2-one ClC1=CC(=NC=N1)N(C)CC=1N=C2N(C=C(C=C2N2C(CCC2)=O)C2CC2)C1